N1N=CC(=C1)C1=CC=C(C=C1)NC1=NC(=NC=C1)C1=CC=C2C=C(NC2=C1)C(=O)N1CCN(CC1)C (6-(4-((4-(1H-pyrazol-4-yl)phenyl)amino)pyrimidin-2-yl)-1H-indol-2-yl)(4-methyl-piperazin-1-yl)methanone